N-(2-methoxypyridin-3-yl)imidazo[1,2-a]Pyridine-6-carboxamide trifluoroacetate FC(C(=O)O)(F)F.COC1=NC=CC=C1NC(=O)C=1C=CC=2N(C1)C=CN2